C(C=C)C1=CC=C(C=C1)O 4-(2-propenyl)phenol